1-Decyne C#CCCCCCCCC